CN1N=CC(=C1)C=1N(C(C2=C(NC3=CC=CN=C3C2=O)N1)=O)C1=CC=CC=C1 2-(1-methyl-1H-pyrazol-4-yl)-3-phenylpyrimido[4,5-b][1,5]naphthyridine-4,5(3H,10H)-dione